N(CCO)CCO.COC1=CC=C(C=CC(=O)O)C=C1 Para-methoxycinnamic acid diethanolamine salt